COC(CN1N=CC(=C1)F)(C)OC 1-(2,2-dimethoxypropyl)-4-fluoro-pyrazole